C1(=CCCC1)[Si](C)(C)C 1-cyclopenten-1-yl(trimethyl)-silane